4-bromo-3-methyleneindolone BrC1=C2C(C(NC2=CC=C1)=O)=C